4-[1-[dideuterio-(4,4-difluorocyclohexyl)methyl]-3-oxazol-5-yl-pyrrolo[3,2-b]pyridin-6-yl]-3,5-dimethyl-isoxazole [2H]C(N1C=C(C2=NC=C(C=C21)C=2C(=NOC2C)C)C2=CN=CO2)(C2CCC(CC2)(F)F)[2H]